methyl 4-amino-7-bromo-1-(2-methyl-4-nitrophenyl)-2-oxo-1,2-dihydroquinoline-3-carboxylate NC1=C(C(N(C2=CC(=CC=C12)Br)C1=C(C=C(C=C1)[N+](=O)[O-])C)=O)C(=O)OC